ON=C1CN(CC1)C(=O)[O-] 3-(hydroxyimino)pyrrolidine-1-carboxylate